CC1(OC2C(CNC2)O1)C tetrahydro-2,2-dimethyl-4H-1,3-dioxolo[4,5-C]pyrrole